ClCC=1C=C2CCC(C2=CC1)N1CCN(CC1)C1=C(C=C(C#N)C=C1)F 4-(4-(5-(chloromethyl)-2,3-dihydro-1H-inden-1-yl)piperazin-1-yl)-3-fluorobenzonitrile